C(C)OC(=O)C1(CC1)OC1=C(C=C(C=C1)Br)[N+](=O)[O-] 1-(4-Bromo-2-nitrophenoxy)cyclopropane-1-carboxylic acid ethyl ester